S1C=CN=CC2=C1C=CC=C2 1,4-BENZOTHIAZEPINE